4-(((1s,4s)-4-hydroxycyclohexyl)oxy)benzonitrile OC1CCC(CC1)OC1=CC=C(C#N)C=C1